C(C)N(C1=CC(=C(C=C2C(C3=CC(=C(C=C3C2)OC)OC)=O)C=C1)C)CC 2-(4'-diethylamino-2'-methylbenzylidene)-5,6-dimethoxy-1-indanone